N[C@H](C)C1=CC(=CC=2C(C(=C(OC21)SCC)C)=O)C (R)-8-(1-aminoethyl)-2-(ethylthio)-3,6-dimethyl-4H-benzopyran-4-one